3-propoxybenzylidene-malonic acid dipropyl ester C(CC)OC(C(C(=O)OCCC)=CC1=CC(=CC=C1)OCCC)=O